C(C)(=O)O[C@@H]1[C@@H](N(C[C@H]1O)C(=O)OC(C)(C)C)CC1=CC=CC=C1 tert-butyl (2S,3R,4R)-3-(acetyloxy)-2-benzyl-4-hydroxypyrrolidine-1-carboxylate